9-Butylcarbazole-3,6-diamine C(CCC)N1C2=CC=C(C=C2C=2C=C(C=CC12)N)N